6-Chloro-7-methoxy-2-methyl-3-(4'-(pentafluoro-λ6-sulfaneyl)-[1,1'-biphenyl]-4-yl)quinolin-4(1H)-one ClC=1C=C2C(C(=C(NC2=CC1OC)C)C1=CC=C(C=C1)C1=CC=C(C=C1)S(F)(F)(F)(F)F)=O